octyl-5-tert-butyl-3-(5-chloro-2H-benzotriazol-2-yl)-4-hydroxyphenylpropionate C(CCCCCCC)C(C(=O)[O-])(C)C1=CC(=C(C(=C1)C(C)(C)C)O)N1N=C2C(=N1)C=CC(=C2)Cl